FC1(CC=CC=C1I)[N+](=O)[O-] 2-fluoro-3-iodo-2-nitrobenzene